C(CCC)[Bi](CCCC)(CCCC)(CCCC)N (tetrabutyl-λ5-bismuthanyl)amine